β-keto-hexanoyl-CoA O=C(C(=O)SCCNC(CCNC([C@@H](C(COP(OP(OC[C@@H]1[C@H]([C@H]([C@@H](O1)N1C=NC=2C(N)=NC=NC12)O)OP(=O)(O)O)(=O)O)(=O)O)(C)C)O)=O)=O)CCCC